Methyl 2-(1-cyclopropyl-1H-pyrazol-4-yl)-5-({[1-(2-fluoro-4-methylphenyl) cyclopropyl] carbonyl} amino)benzoate C1(CC1)N1N=CC(=C1)C1=C(C(=O)OC)C=C(C=C1)NC(=O)C1(CC1)C1=C(C=C(C=C1)C)F